(-)-(3aR,4R,6aR)-1-(5-(2-cyanopyridin-4-yl)oxazole-2-carbonyl)-4-methylhexahydropyrrolo[3,4-b]pyrrole-5(1H)-carbonitrile C(#N)C1=NC=CC(=C1)C1=CN=C(O1)C(=O)N1[C@@H]2[C@H](CC1)[C@H](N(C2)C#N)C